C(C)(C)(C)C1=C(C=CC=C1)NC1=CC=C(CN(C(C(C)(C)C)=O)O)C=C1 N-(4-((2-(tert-butyl)phenyl)amino)benzyl)-N-hydroxypivalamide